(E)-imino(pyridin-2-yl)(2,4,6-trifluorostyryl)-lambda6-sulfanone N=S(=O)(\C=C\C1=C(C=C(C=C1F)F)F)C1=NC=CC=C1